N-hydroxy-3-(3-(4-((pyrimidin-5-yloxy)methyl)phenoxy)azetidin-1-yl)-2-(1H-pyrrol-1-yl)benzamide ONC(C1=C(C(=CC=C1)N1CC(C1)OC1=CC=C(C=C1)COC=1C=NC=NC1)N1C=CC=C1)=O